NC=1C=CC(=C2CN(C(C12)=O)CC(C(=O)OCC)=C)C=1C=C2C(=NNC2=CC1)C1=CC=CC=C1 ethyl 2-{[7-amino-1-oxo-4-(3-phenyl-1H-indazol-5-yl)-2,3-dihydro-1H-isoindol-2-yl]methyl}prop-2-enoate